CN1N=CC=C1C1=C2COCC2=CC=C1N 4-(2-methylpyrazol-3-yl)-1,3-dihydroisobenzofuran-5-amine